1-(3-(3-(2-(methoxymethoxy)phenyl)-7-((2-(trimethylsilyl)ethoxy)methyl)-7H-pyrrolo[2,3-c]pyridazin-6-yl)-3,8-diazabicyclo[3.2.1]octan-8-yl)prop-2-en-1-one COCOC1=C(C=CC=C1)C1=CC2=C(N=N1)N(C(=C2)N2CC1CCC(C2)N1C(C=C)=O)COCC[Si](C)(C)C